(4R)-4-[3-Oxo-3-[2-[3-(trifluoro-methoxy)phenyl]sulfonyl-2,6-diazaspiro[3.3]heptan-6-yl]propyl]oxazolidin-2-one O=C(CC[C@H]1NC(OC1)=O)N1CC2(CN(C2)S(=O)(=O)C2=CC(=CC=C2)OC(F)(F)F)C1